C(#N)C=1C(=C(C=C2C(C(=CN(C12)C1CC1)C(=O)O)=O)F)N1C[C@@H]2CCCN[C@@H]2C1 8-cyano-1-cyclopropyl-7-((1s,6s)-2,8-diazabicyclo(4.3.0)non-8-yl)-6-fluoro-1,4-dihydro-4-oxo-3-quinolinecarboxylic acid